1-(3-(4-chloro-3,5-dimethylphenoxy)propyl)-4-((4-hydroxyphenyl)sulfonyl)-3,5-dimethyl-1H-pyrrole-2-carboxylic acid ClC1=C(C=C(OCCCN2C(=C(C(=C2C)S(=O)(=O)C2=CC=C(C=C2)O)C)C(=O)O)C=C1C)C